S(C)(=O)(=O)OCC1=NC=CC=C1 pyridin-2-ylmethyl mesylate